CN(C/C=C/C(=O)N1CCOC2=C3C(=NC=NC3=CC=C21)NC2=CC=C(C=C2)OCC=2SC=CC2)C (E)-4-(dimethylamino)-1-(10-((4-(thiophen-2-ylmethoxy)phenyl)amino)-2,3-dihydro-4H-[1,4]oxazino[2,3-f]quinazolin-4-yl)but-2-en-1-one